OC=1C=C(C=CC1OC)C=CC(=O)C1=CC=C(C=C1)C(C=CC1=CC(=C(C=C1)OC)O)=O 3-(3-Hydroxy-4-methoxyphenyl)-1-[4-[3-(3-hydroxy-4-methoxyphenyl)prop-2-enoyl]phenyl]prop-2-en-1-one